1-(4-(2-methoxy-2-oxoethylcarbamoyl)quinolin-6-yl)-1H-1,2,3-triazole-4-carboxylic acid COC(CNC(=O)C1=CC=NC2=CC=C(C=C12)N1N=NC(=C1)C(=O)O)=O